ClC=1C=NN(C(C1Cl)=O)CC(=O)NC1=CC(=C(C=C1)C)S(NCC1=CN(C(C=C1)=O)C)(=O)=O 2-(4,5-dichloro-6-oxo-pyridazin-1-yl)-N-[4-methyl-3-[(1-methyl-6-oxo-3-pyridyl)methylsulfamoyl]phenyl]acetamide